(3S)-3-amino-5-methyl-7-((1-methyl-5-oxopyrrolidin-2-yl)methoxy)-2,3-dihydrobenzo[b][1,4]oxazepin-4(5H)-one hydrochloride Cl.N[C@@H]1C(N(C2=C(OC1)C=CC(=C2)OCC2N(C(CC2)=O)C)C)=O